[Si](C)(C)(C(C)(C)C)OCC1CC(C1)O (1r,3r)-3-(((tert-butyldimethylsilyl)oxy)methyl)cyclobutanol